C[C@H]1CN(CC[C@@H]1NC(=O)C1=CC(=CC=2N(C=NC21)CC(F)(F)F)C#CCNC=2C(OC)=CC=C(C2)S(=O)(=O)C)C2CC1CCC(C2)O1 N-{(3S,4S)-3-methyl-1-(8-oxabicyclo[3.2.1]oct-3-yl)-4-piperidyl}-6-[3-(4-mesyl-2-anisidino)-1-propynyl]-1-(2,2,2-trifluoroethyl)-1H-1,3-benzimidazole-4-carboxamide